methyl N-[5-[4-[(2S)-2-[[8-(3,5-dimethyl-1H-pyrazol-4-yl)quinazolin-4-yl]amino]propyl]piperazin-1-yl]sulfonyl-4-methyl-1,3-thiazol-2-yl]carbamate hydrochloride Cl.CC1=NNC(=C1C=1C=CC=C2C(=NC=NC12)N[C@H](CN1CCN(CC1)S(=O)(=O)C1=C(N=C(S1)NC(OC)=O)C)C)C